ClC=1C(=C(CN2[C@@H](C[C@@](CC2)(C(=O)O)CC2=NC(=CC(=C2Cl)C2=NC=CC=C2)NC2=NNC(=C2)C)C)C=CC1)F (2R,4R)-1-(3-chloro-2-fluorobenzyl)-4-((3'-chloro-6'-((5-methyl-1H-pyrazol-3-yl)amino)-[2,4'-bipyridin]-2'-yl)methyl)-2-methyl-piperidine-4-carboxylic acid